7-[5-(2,2-Difluoropropyl)-6-oxo-4-(4-{[4-(trifluoromethyl)-1,3-thiazol-2-yl]oxy}phenyl)-1,4,5,6-tetrahydropyrrolo[3,4-c]pyrazol-3-yl]-1,3-benzoxazol-2(3H)-one FC(CN1C(C=2NN=C(C2C1C1=CC=C(C=C1)OC=1SC=C(N1)C(F)(F)F)C1=CC=CC=2NC(OC21)=O)=O)(C)F